Cl.FC1=CC(=CC=2C3=C(NC12)CCNC3)OC 6-Fluoro-8-methoxy-2,3,4,5-tetrahydro-1H-pyrido[4,3-b]indole hydrochloride